Cl.ClC=1C=C2C(=CC(=NC2=CC1)C(F)(F)F)N[C@@H]1C[C@@H](CCC1)N (1S,3R)-N1-[6-chloro-2-(trifluoromethyl)-4-quinolyl]cyclohexane-1,3-diamine hydrochloride salt